CC1(C(CC(CC1)=C(C)C)C(=C)C)C=C 1-methyl-4-(1-methylethylidene)-2-(1-methylvinyl)-1-vinylcyclohexane